4-Oxa-4-(6-phenyl-3-(quinoxalin-6-yl)-3,3a,4,5-tetrahydro-2H-benzo[g]indazol-2-yl)butanoic acid C1(=CC=CC=C1)C1=CC=CC2=C1CCC1C(N(N=C21)OCCC(=O)O)C=2C=C1N=CC=NC1=CC2